(S)-N-cyano-N'-((4-cyano-2,6-diisopropylphenyl)carbamoyl)-4-(hydroxymethyl)-2-(2-hydroxypropan-2-yl)thiazole-5-sulfonimidamide C(#N)N[S@@](=O)(=NC(NC1=C(C=C(C=C1C(C)C)C#N)C(C)C)=O)C1=C(N=C(S1)C(C)(C)O)CO